OCC(CC(=O)N[C@@H](C)C1=CC=CC=C1)CCC 3-(hydroxymethyl)-N-[(1S)-1-phenylethyl]hexanamide